2-(4-fluoro-1H-indol-3-yl)-N,N-bis(methyl-d3)ethan-1-amine FC1=C2C(=CNC2=CC=C1)CCN(C([2H])([2H])[2H])C([2H])([2H])[2H]